methyl-{[3-(dimethylamino) propyl] amino} dodecanoate C(CCCCCCCCCCC)(=O)ON(CCCN(C)C)C